NN1C(C(CC1)(F)F)=O 1-amino-3,3-difluoro-pyrrolidin-2-one